O=C1CCCN1 5-Oxopyrrolidin